N-oleyl-palmityl-amide C(CCCCCCC\C=C/CCCCCCCC)[N-]CCCCCCCCCCCCCCCC